N1(CCC1)C1=C2C=CN(C(C2=CN=C1)=O)COCC[Si](C)(C)C 5-(azetidin-1-yl)-2-{[2-(trimethylsilyl)ethoxy]methyl}-1,2-dihydro-2,7-naphthyridin-1-one